5,5'-(propane-2,2-diyl)bis(3-(tert-butyl)-N-(4-(tert-butyl)phenyl)aniline) CC(C)(C=1C=C(C=C(NC2=CC=C(C=C2)C(C)(C)C)C1)C(C)(C)C)C=1C=C(C=C(NC2=CC=C(C=C2)C(C)(C)C)C1)C(C)(C)C